[Cl-].C(CCCCCCCCCCC)N1C=[N+](C=C1)CCCCCCCCCCCC 1,3-didodecylimidazolium chloride